3-{6-benzyloxy-5'-[(benzyloxycarbonyl-methyl-amino)-carboxy-methyl]-2'-hydroxy-biphenyl-3-yl}-2-(2-tert-butoxycarbonylamino-propionylamino)-propionic acid methyl ester COC(C(CC=1C=C(C(=CC1)OCC1=CC=CC=C1)C1=C(C=CC(=C1)C(C(=O)O)N(C)C(=O)OCC1=CC=CC=C1)O)NC(C(C)NC(=O)OC(C)(C)C)=O)=O